C=1(C(=CC=CC1)C#N)C Tolunitril